N-isoxazol-4-yl-1H-indole-2-carboxamide O1N=CC(=C1)NC(=O)C=1NC2=CC=CC=C2C1